2-((4-fluoro-phenyl)-5-methylpyridin-4-yl)-N-(2-amino-1-phenylethyl)-pyrrole-3-carboxamide FC1=CC=C(C=C1)C1=NC=C(C(=C1)C=1NC=CC1C(=O)NC(CN)C1=CC=CC=C1)C